6-(1-methyl-1H-pyrazol-4-yl)pyrazolo[1,5-a]pyridin-4-amine trifluoroacetate FC(C(=O)O)(F)F.CN1N=CC(=C1)C=1C=C(C=2N(C1)N=CC2)N